CN1C(C(=CC=2C1=C(N=NC2)OCC2(CC2)S(=O)(=O)C(C)(C=C)C)C(=O)O)=O 1-methyl-8-((1-((2-methylbut-3-en-2-yl)sulfonyl)cyclopropyl)methoxy)-2-oxo-1,2-dihydropyrido[2,3-d]pyridazine-3-carboxylic acid